C(#N)C1=CC=2N(N=C1)C(=CC2)C(=O)NC2=CC1=CN(N=C1C=C2C(C)(C)O)C21CCC(CC2)(CC1)N1CCNCC1 3-cyano-N-(6-(2-hydroxypropan-2-yl)-2-(4-(piperazin-1-yl)bicyclo[2.2.2]oct-1-yl)-2H-indazol-5-yl)pyrrolo[1,2-b]pyridazine-7-carboxamide